3-((2-(((6-chloropyrimidin-4-yl)amino)methyl)-6-cyclopropylimidazo[1,2-a]pyridin-8-yl)oxy)-1-methylpyrrolidin-2-one ClC1=CC(=NC=N1)NCC=1N=C2N(C=C(C=C2OC2C(N(CC2)C)=O)C2CC2)C1